1-methyl-cyclobutanenitrile CC1(CCC1)C#N